ethyl 4-carboxy-α-cyanocinnamate C(=O)(O)C1=CC=C(C=C(C(=O)OCC)C#N)C=C1